CC(C)(CC(C)(NC=1C2=C(N=C(N1)C1=CC=NC=C1)C=NC=C2)C)O 2,4-dimethyl-4-{[2-(pyridin-4-yl)pyrido[3,4-d]pyrimidin-4-yl]amino}pentan-2-ol